2,2-dihydroxy-1-(3-vinylphenyl)ethan-1-one OC(C(=O)C1=CC(=CC=C1)C=C)O